(R)-benzyl 1-(((benzyloxy)carbonyl)amino)-3-oxo-8-azaspiro[4.5]decane-8-carboxylate C(C1=CC=CC=C1)OC(=O)N[C@@H]1CC(CC12CCN(CC2)C(=O)OCC2=CC=CC=C2)=O